ClC1=CC=C(C=C1)C#CC1=C(C=O)C=CC=C1 2-((4-chlorophenyl)ethynyl)benzaldehyde